Sodium (E)-6-cyclohexylhex-2-enoate C1(CCCCC1)CCC/C=C/C(=O)[O-].[Na+]